tetramethyl-ethylenediamine difluoride nickel [Ni+2].[F-].[F-].CN(CCN(C)C)C